1-Propyl-3-butylpyrrolium methansulfonat CS(=O)(=O)[O-].C(CC)[NH+]1C=C(C=C1)CCCC